(Z)-2-(5-Fluoro-2-(4-(4-fluorophenoxy)benzyl)-1-(3-(trifluoromethyl)-benzylidene)-1H-inden-3-yl)acetic acid FC=1C=C2C(=C(/C(/C2=CC1)=C/C1=CC(=CC=C1)C(F)(F)F)CC1=CC=C(C=C1)OC1=CC=C(C=C1)F)CC(=O)O